FC1=C(C=C(C=C1)F)[C@H]1N(CC(C1)F)C1=NN2C(N=CC=C2)=C1C(=O)NC1=CC=C(C=C1)C1CCNCC1 ((S)-2-(2,5-difluorophenyl)-4-fluoropyrrolidin-1-yl)-N-(4-(piperidin-4-yl)phenyl)pyrazolo[1,5-a]pyrimidine-3-carboxamide